FC=1C=C(C=C(C1)F)C=1C(=NN(C(C1)=O)CC(=O)NC1=NC=C(C=C1F)F)C(C)C 2-[4-(3,5-difluorophenyl)-6-oxo-3-propan-2-ylpyridazin-1-yl]-N-(3,5-difluoropyridin-2-yl)acetamide